3-methyl-6-((4-(trifluoromethoxy)pyridin-2-yl)amino)pyridine CC=1C=NC(=CC1)NC1=NC=CC(=C1)OC(F)(F)F